C(#N)C1=NC2=CC(=CC(=C2N=C1N1C2CC(C(C1)C2)C)[C@@H](C)NC2=C(C(=O)O)C=CC=C2)C 2-(((1R)-1-(2-cyano-7-methyl-3-(5-methyl-2-azabicyclo[2.2.1]heptan-2-yl)quinoxalin-5-yl)ethyl)amino)-benzoic acid